racemic-(R)-(+)-2-(4-chloro-2-methylphenoxy)propionic acid ClC1=CC(=C(O[C@@H](C(=O)O)C)C=C1)C |r|